2-(2,4-dichlorophenyl)-N-methoxy-N-methylcyclopropane-1-carboxamide ClC1=C(C=CC(=C1)Cl)C1C(C1)C(=O)N(C)OC